FC=1C=C(C=CC1N1C(CCC1)C(F)(F)F)C=1N=C(OC1C)N 4-(3-fluoro-4-(2-trifluoromethylpyrrolidin-1-yl)phenyl)-5-methyloxazol-2-amine